(R)-6-(2-(3'-chloro-5'-fluoro-[1,1'-biphenyl]-3-yl)-2-hydroxyacetyl)-2-(1-(3-chlorophenyl)cyclopropyl)-3,5,6,7,8,9-hexahydro-4H-pyrimido[5,4-c]azepin-4-one ClC=1C=C(C=C(C1)F)C1=CC(=CC=C1)[C@H](C(=O)N1CC2=C(CCC1)N=C(NC2=O)C2(CC2)C2=CC(=CC=C2)Cl)O